Cl.FC(C=1C=CC(=NC1)CN1N=CC(=C1)CN)(F)F (1-((5-(trifluoromethyl)pyridin-2-yl)methyl)-1H-pyrazol-4-yl)methylamine hydrochloride